Methyl 2-(2-(3-methoxyphenyl)butanamido)-5-carbamoyl-4-methylthiophene-3-carboxylate COC=1C=C(C=CC1)C(C(=O)NC=1SC(=C(C1C(=O)OC)C)C(N)=O)CC